O1C=CC=C2CCC(C=C12)=O chromen-7(5H)-one